FC[C@]1(OC(C[C@@H]1NC(=O)[C@@]1(CC(=NO1)C1=NC=CC2=CC=CC=C12)C(C)C)=O)O (R)-N-((2S,3S)-2-(fluoromethyl)-2-hydroxy-5-oxotetrahydrofuran-3-yl)-5-isopropyl-3-(isoquinolin-1-yl)-4,5-dihydroisooxazole-5-carboxamide